5-(4-methoxyphenyl)thianthrene tetrafluoroborate F[B-](F)(F)F.COC1=CC=C(C=C1)S1C=2C=CC=CC2SC2=CC=CC=C12